N-(2-chloro-6-methylphenyl)-2-((6-(4-(3-(2-(2,6-dioxopiperidin-3-yl)-1,3-dioxoisoindolin-4-yl)propanoyl)piperazin-1-yl)-2-methylpyrimidin-4-yl)amino)thiazole-5-carboxamide ClC1=C(C(=CC=C1)C)NC(=O)C1=CN=C(S1)NC1=NC(=NC(=C1)N1CCN(CC1)C(CCC1=C2C(N(C(C2=CC=C1)=O)C1C(NC(CC1)=O)=O)=O)=O)C